P(=O)(O)(O)O[C@H]1[C@H]([C@@](O[C@@H]1CO)(N1C=NC=2C(O)=NC=NC12)F)O fluoroinosine-3'-phosphate